(2R)-2-(4-chlorophenyl)-N-[5-[3-[(4-hydroxyphenyl)sulfamoyl]-4-methoxyphenyl]-4-methyl-thiazol-2-yl]propanamide ClC1=CC=C(C=C1)[C@H](C(=O)NC=1SC(=C(N1)C)C1=CC(=C(C=C1)OC)S(NC1=CC=C(C=C1)O)(=O)=O)C